N-(2-hydroxy-3-sulfopropyl)Aniline OC(CNC1=CC=CC=C1)CS(=O)(=O)O